9-(1-(phenylamino)ethyl)-4H-pyrido[1,2-a]pyrimidin-4-one C1(=CC=CC=C1)NC(C)C1=CC=CN2C1=NC=CC2=O